methyl (S)-5-(3-hydroxybut-1-yn-1-yl)-2-methoxybenzoate O[C@H](C#CC=1C=CC(=C(C(=O)OC)C1)OC)C